C(C)(=O)[Pt] acetyl-platinum